C(C)(C)[Si](OCC(=O)NNC(=O)C1=NC=C(C=C1N)Br)(C(C)C)C(C)C 3-amino-5-bromo-pyridine-2-carboxylic acid, N'-(2-triisopropylsiloxy-acetyl)-hydrazide